5-(6-{1,6-diazaspiro[3.4]octan-6-yl}pyrido[3,2-d]pyrimidin-2-yl)-2,7-dimethylindazol-6-ol N1CCC12CN(CC2)C=2C=CC=1N=C(N=CC1N2)C2=CC1=CN(N=C1C(=C2O)C)C